N-(1-(cyclobutylamino)-5-(oxetane-3-carboxamido)-1-oxopentan-3-yl)-1-cyclopentyl-5-(2-(trifluoromethyl)phenyl)-1H-pyrazole-3-carboxamide C1(CCC1)NC(CC(CCNC(=O)C1COC1)NC(=O)C1=NN(C(=C1)C1=C(C=CC=C1)C(F)(F)F)C1CCCC1)=O